C1(=CC=CC=C1)C=1C=CC2=CC=C3C=CC(=NC3=C2N1)C=1C=C(C=CC1)C1=CC=CC(=N1)C=1N=C2C3=C(C=CC2=C2C=CC=CC12)C=CC=C3 6-(6-(3-(9-phenyl-1,10-phenanthrolin-2-yl)phenyl)pyridin-2-yl)benzo[c]phenanthridine